C[C@@H]1N(CC1)C1=NC(=CC(=N1)N1CC2(CC2C(=O)O)CC1)C(F)(F)F 5-(2-((S)-2-Methylazetidin-1-yl)-6-(trifluoromethyl)pyrimidin-4-yl)-5-azaspiro[2.4]heptane-1-carboxylic acid